gallic acid, fluoride C(C1=CC(O)=C(O)C(O)=C1)(=O)F